4-{[(1R)-1-[3-(difluoromethyl)-2-fluorophenyl]ethyl]amino}-6-(4-hydroxy-1-oxo-1λ4-thian-4-yl)-8-methyl-7H,8H-pyrido[2,3-d]pyrimidin-7-one FC(C=1C(=C(C=CC1)[C@@H](C)NC=1C2=C(N=CN1)N(C(C(=C2)C2(CCS(CC2)=O)O)=O)C)F)F